O(C1=CC=CC=C1)C1=NC2=C(N=C(C(=C2C=C1)O)C(=O)NCC(=O)O)Cl 2-(2-phenoxy-5-hydroxy-8-chloro-1,7-naphthyridine-6-carboxamido)acetic acid